ClCC(=O)NC=1C(=C(NC1C)\C=C\1/C(NC2=CC=C(C=C12)C(=O)N[C@H](C(C)C)C1=CC=CC=C1)=O)C (R,Z)-3-((4-(2-chloroacetamido)-3,5-dimethyl-1H-pyrrol-2-yl)methylene)-N-(2-methyl-1-phenylpropyl)-2-oxoindoline-5-carboxamide